COC=1C=C(C=CC1OC)C1=C(C(=NN1)C=1SC(=CN1)C1CCN(CC1)CCOC)C(C)C 2-(5-(3,4-dimethoxyphenyl)-4-isopropyl-1H-pyrazol-3-yl)-5-(1-(2-methoxyethyl)piperidin-4-yl)thiazole